methyl-d3-ammonium hydrochloride Cl.C([2H])([2H])([2H])[NH3+]